CN(C1=CC=C(CN(C)C)C=C1)C 4-(dimethylamino)-N,N-dimethylbenzylamine